CC1=NOC2=C1C=C(C=C2)[N+](=O)[O-] 3-methyl-5-nitrobenzo[d]isoxazole